3-carbamoyl-1-(3-cyanophenyl)-1H-pyrazole-5-carboxylic acid C(N)(=O)C1=NN(C(=C1)C(=O)O)C1=CC(=CC=C1)C#N